C1(CCCCC1)N(C(CCN1C(=NC2=C1C=CC=C2)N2CCC(CC2)C)=O)CC N-cyclohexyl-N-ethyl-3-[2-(4-methylpiperidin-1-yl)-1H-benzimidazol-1-yl]propanamide